2-bromo-2-(4-chlorophenyl)-1-(5-fluoro-6-(trifluoromethoxy)indol-1-yl)ethanone BrC(C(=O)N1C=CC2=CC(=C(C=C12)OC(F)(F)F)F)C1=CC=C(C=C1)Cl